NC1=NC(=C(C=2N1C(N(N2)CC2=C(C=CC=C2F)F)=O)C2=CC(=NC(=C2)C)C)C2=CC=CC=C2 5-amino-2-[(2,6-difluorophenyl)methyl]-8-(2,6-dimethyl-4-pyridinyl)-7-phenyl-[1,2,4]triazolo[4,3-c]pyrimidin-3-one